NCC1=NC=CC(=C1F)C=1C=C2C(=NN(C2=CC1)C(C)C)COC1=C(C=CC=C1)CC(=O)O 2-(2-((5-(2-(aminomethyl)-3-fluoropyridin-4-yl)-1-isopropyl-1H-indazol-3-yl)methoxy)phenyl)acetic acid